(Z)-2-Hydroxy-3-[2-methoxy-4-[(E)-3-oxo-3-phenylprop-1-enyl]phenyl]prop-2-enamide O\C(\C(=O)N)=C/C1=C(C=C(C=C1)\C=C\C(C1=CC=CC=C1)=O)OC